4-[cyclopropyl-[4-(5,6,7,8-tetrahydro-1,8-naphthyridin-2-yl)butyl]amino]-2-[[2-(4,4-dimethylcyclohexyl)acetyl]amino]butanoic acid C1(CC1)N(CCC(C(=O)O)NC(CC1CCC(CC1)(C)C)=O)CCCCC1=NC=2NCCCC2C=C1